((1-(6-((4-cyano-2-fluorophenoxy)methyl)-5-fluoropyridin-2-yl)-3-azabicyclo[3.1.0]hexane-3-yl)methyl)-1-(((S)-oxetan-2-yl)methyl)-1H-benzo[d]imidazole-6-carboxylic acid C(#N)C1=CC(=C(OCC2=C(C=CC(=N2)C23CN(CC3C2)CC2=NC3=C(N2C[C@H]2OCC2)C=C(C=C3)C(=O)O)F)C=C1)F